[1-(aminomethyl)-2-oxabicyclo[2.1.1]hexan-4-yl]methanol hydrochloride Cl.NCC12OCC(C1)(C2)CO